C(C)(=O)O[C@@H]1[C@H](O[C@@H]([C@H]([C@@H]1OC(C)=O)OC(C)=O)CCP(=O)(OCC)OCC)OC1=C(C=C(C=C1)NC(=O)NCCCCC#C)OC(C)=O (2R,3S,4S,5R,6R)-2-(2-acetoxy-4-(3-(hex-5-yn-1-yl)ureido)phenoxy)-6-(2-(diethoxyphosphoryl)ethyl)tetrahydro-2H-pyran-3,4,5-triyl triacetate